[6-(3-cyclopropyl-1H-1,2,4-triazol-5-yl)-2-azaspiro[3.3]heptan-2-yl]-[6-[4-fluoro-2-(methylsulfonimidoyl)benzyl]-2-azaspiro[3.3]heptan-2-yl]methanone C1(CC1)C1=NNC(=N1)C1CC2(CN(C2)C(=O)N2CC3(C2)CC(C3)CC3=C(C=C(C=C3)F)S(=O)(=N)C)C1